CC1=CC=C(C(=O)OC[C@]2(O[C@H](C[C@@H]2OC(C2=CC=C(C=C2)C)=O)N2C3=NC(=NC(=C3N=C2)NC(CCC)=O)F)C#C)C=C1 [(2R,3S,5R)-5-[6-(butanoylamino)-2-fluoro-purin-9-yl]-2-ethynyl-3-(4-methylbenzoyl)oxy-tetrahydrofuran-2-yl]methyl 4-methylbenzoate